FC(C(=O)O)(F)F.NCCC1=CC=C(C=C1)NC(=O)C1=C(C=C(C(=O)OC)C=C1)NC(=O)C=1OC2=CC=CC=C2C(C1)=O Methyl 4-((4-(2-aminoethyl)phenyl)carbamoyl)-3-(4-oxo-4H-chromene-2-carboxamido)benzoate trifluoroacetate